COC1=CC=C(C=C1)C1=CC=C(C=N1)C(=O)O 6-(4-methoxyphenyl)-3-pyridinecarboxylic acid